4-(3-(6-Bromo-2,2-difluorobenzo[d][1,3]dioxol-5-yl)-4-fluorophenyl)-7-ethyl-7H-imidazo[4,5-c]pyridazine BrC=1C(=CC2=C(OC(O2)(F)F)C1)C=1C=C(C=CC1F)C=1C2=C(N=NC1)N(C=N2)CC